2-(2-bromo-4-iodo-phenyl)Oxazole BrC1=C(C=CC(=C1)I)C=1OC=CN1